OC(C#C\C(=C/C=O)\C1=CC=CC=C1)(C#CC1=CC=CC=C1)C1=CC=CC=C1 (Z)-6-hydroxy-3,6,8-triphenyloctane-2-en-4,7-diyne-1-al